1-(1-oxo-5-((4-(thieno[2,3-d]pyrimidin-2-yl)piperazin-1-yl)methyl)isoindolin-2-yl)dihydropyrimidine-2,4(1H,3H)-dione O=C1N(CC2=CC(=CC=C12)CN1CCN(CC1)C=1N=CC2=C(N1)SC=C2)N2C(NC(CC2)=O)=O